S1C(=NN=C1)C=1C=CC=C(C1)O 5-(1,3,4-thiadiazol-2-yl)phenol